N-(5-(3-(2-(adamantan-1-yl)acetyl)hexahydropyrimidine-1-carbonyl)-2-(4-isopropylpiperazin-1-yl)phenyl)naphthalene-2-sulfonamide C12(CC3CC(CC(C1)C3)C2)CC(=O)N2CN(CCC2)C(=O)C=2C=CC(=C(C2)NS(=O)(=O)C2=CC3=CC=CC=C3C=C2)N2CCN(CC2)C(C)C